[Si]([O-])([O-])([O-])[O-].[K+].[K+].[K+].[K+] kalium silicate